FC=1C(=NC(N(C1)[C@@H]1CS[C@@H](O1)COC(=O)OCCCCCC)=O)NC(OCCCCCC)=O hexyl (5-fluoro-1-((2R,5S)-2-((((hexyloxy)carbonyl)oxy)methyl)-1,3-oxathiolan-5-yl)-2-oxo-1,2-dihydropyrimidin-4-yl)carbamate